O[C@H]1[C@@H](CCCC1)NC(C1=CC(=C(C=C1)C)CNC=1C=NC=C(C1)C1=NC=CC=N1)=O N-[(1R,2R)-2-hydroxycyclohexyl]-4-methyl-3-({[5-(pyrimidin-2-yl)pyridin-3-yl]amino}methyl)benzamide